(chloromethyl)-5-octyl-1,3,4-oxadiazole ClCC=1OC(=NN1)CCCCCCCC